ClC=1C(=C2C(=NC1)NC(=N2)C2=CC(=C(C=C2)N2CCN(CC2)CCOC)F)NC2CCN(CC2)CC2CC2 6-Chloro-N-[1-(cyclopropylmethyl)piperidin-4-yl]-2-{3-fluoro-4-[4-(2-methoxyethyl)piperazin-1-yl]phenyl}-3H-imidazo[4,5-b]pyridin-7-amine